C(C)(C)(C)OC(=O)N1CCC([C@@](C2=C1C=CC(=C2)Cl)(COC([C@@H](CC2=CC=CC=C2)NS(=O)(=O)C2=CC=C(C=C2)C)=O)O)(F)F (5R)-7-chloro-4,4-difluoro-5-hydroxy-5-({[(2R)-2-(4-methylbenzenesulfonylamino)-3-phenylpropionyl]oxy}methyl)-2,3,4,5-tetrahydro-1H-1-benzazepin-1-carboxylic acid tert-butyl ester